CC1=C(C=CC=C1C)C=1C=C(C(=NC1)C(=O)N1[C@@H](C\C(\C1)=N/OC)CO)OC (S,E)-(5-(2,3-dimethylphenyl)-3-methoxypyridin-2-yl)(2-(hydroxymethyl)-4-(methoxyimino)pyrrolidin-1-yl)methanone